(R)-9-((2-((4-amino-5-methoxypentyl)oxy)-6-bromonaphthalen-1-yl)methyl)-9H-purin-6-amin N[C@H](CCCOC1=C(C2=CC=C(C=C2C=C1)Br)CN1C2=NC=NC(=C2N=C1)N)COC